C(CC\C=C\CCCCC)=O (E)-dec-4-enal